(4R,8S,9aS)-4-methyl-8-[(6-piperazin-1-yl-3-pyridyl)oxyl-1,3,4,6,7,8,9,9a-octahydropyrido[1,2-a]pyrazin-2-yl]quinoline-8-carbonitrile CC1=CC=NC=2[C@@](CC=CC12)(C#N)N1C([C@H]2N(CC1)CCCC2)OC=2C=NC(=CC2)N2CCNCC2